C(#C)C1=C(C(=C(C(=C1[2H])[2H])F)[2H])[2H] 1-ethynyl-4-fluorobenzene-2,3,5,6-d4